Cl.C(CCC)C=1N(C=2C(=C(N=NC2OC(C)C)N)N1)CCCCNC1CCOCC1 2-butyl-4-isopropoxy-3-[4-(tetrahydropyran-4-ylamino)butyl]imidazo[4,5-d]pyridazin-7-amine hydrochloride